OCCOCCC1(N(CC1)CCCCCCCC(=O)N(CCCCCCCCCC)CCCCCCCCCC)CCCCCCCC(=O)N(CCCCCCCCCC)CCCCCCCCCC 8,8'-((2-(2-Hydroxyethoxy)ethyl)azetidinediyl)bis(N,N-didecyl-octanoamide)